CCC(CCCCC)C1C(CCCC1)=O 2-octan-3-ylcyclohexan-1-one